8-formyl-N,N-dimethyl-2-[(2R)-2-methylmorpholin-4-yl]-4-oxochromene-6-carboxamide C(=O)C=1C=C(C=C2C(C=C(OC12)N1C[C@H](OCC1)C)=O)C(=O)N(C)C